The molecule is a member of the class of 1,2-benzoquinones that is 1,2-benzoquinone in which a hydrogen at para to one of the oxo groups has been replaced by a 2-aminoethyl group. It has a role as a metabolite. It is a primary amino compound and a member of 1,2-benzoquinones. It derives from a 1,2-benzoquinone. C1=CC(=O)C(=O)C=C1CCN